C1(CC1)C=1N=NN(C1)[C@H](C(=O)N1[C@@H](C[C@H](C1)O)C(=O)NCCNC(CC1=CC=C(C=C1)F)=O)C(C)(C)C (2S,4R)-1-[(2S)-2-(4-cyclopropyltriazol-1-yl)-3,3-dimethyl-butanoyl]-N-[2-[[2-(4-fluorophenyl)acetyl]amino]ethyl]-4-hydroxy-pyrrolidine-2-carboxamide